tri(2-ethyl-1-hexyl) citrate C(CC(O)(C(=O)OCC(CCCC)CC)CC(=O)OCC(CCCC)CC)(=O)OCC(CCCC)CC